COC=1C=C(C=C(C1OC)OC)C(C(C(=O)OCC)Br)NS(=O)(=O)C1=CC=C(C=C1)C ethyl 3-(3,4,5-trimethoxyphenyl)-3-(4-methylphenylsulfonamido)-2-bromopropionate